NC1C2CC3(CC(CC1C3)C2)O trans-4-amino-1-adamantanol